C(C)(C)(C)N1N=NC(=C1)C(=O)NCC1(CCN(CC1)C=1C=2N(C=C(N1)C=1C=NN(C1)C)N=CC2)C 1-(tert-butyl)-N-((4-methyl-1-(6-(1-methyl-1H-pyrazol-4-yl)pyrazolo[1,5-a]pyrazin-4-yl)piperidin-4-yl)methyl)-1H-1,2,3-triazole-4-carboxamide